(5R)-5-methylmorpholin-3-one C[C@@H]1COCC(N1)=O